C(C=C)(=O)N1CC(CC1)(C1=C(C(=CC=C1F)Cl)Cl)NC1=CC=C2C3(C(N(C2=C1)C)=O)CCCC3 6'-((1-acryloyl-3-(2,3-dichloro-6-fluorophenyl)pyrrolidin-3-yl)amino)-1'-methylspiro[cyclopentane-1,3'-indolin]-2'-one